Cl.COC1=CC=C(C=C1)C1=NN2C(=NC=3C=CC=CC3C2=N1)[C@@](N)(C)C(=O)NCCNC 2-[2-(4-methoxyphenyl)[1,2,4]triazolo[1,5-c]quinazolin-5-yl]-N-[2-(methylamino)ethyl]-D-alaninamide hydrochloride